4-aza-2-benzofuranone O1C(CC2=C1C=CC=N2)=O